N-(3,4-methylenedioxyphenyl)-7-methoxy-2-phenylquinoline-4-carboxamide C1OC=2C=C(C=CC2O1)NC(=O)C1=CC(=NC2=CC(=CC=C12)OC)C1=CC=CC=C1